COC(C1=C(C=C(C=C1F)Br)C(C(=O)OC)C#N)=O.FC1(C[C@@H](N(C1)C(=O)C=1N=C(SC1)C(=O)N[C@H](C)C(C)(C)O)C)F 4-((S)-4,4-difluoro-2-methylpyrrolidine-1-carbonyl)-N-((R)-3-hydroxy-3-methylbut-2-yl)thiazole-2-carboxamide methyl-4-bromo-2-(1-cyano-2-methoxy-2-oxoethyl)-6-fluorobenzoate